tetrabutylammonium tert-butyl-(3R)-3-[({[(2S,5R)-7-oxo-6-(sulfooxy)-1,6-diazabicyclo[3.2.1]oct-2-yl]carbonyl}amino)oxy]pyrrolidine-1-carboxylate C(C)(C)(C)OC(=O)N1C[C@@H](CC1)ONC(=O)[C@H]1N2C(N([C@H](CC1)C2)OS(=O)(=O)O)=O.C(CCC)[N+](CCCC)(CCCC)CCCC